(R)-3-(1-cyclopropyl-1-hydroxyethyl)-4'-(6-((3,5-difluoropyridin-2-yl)amino)-1H-pyrazolo[3,4-d]pyrimidin-3-yl)-5'-methyl-2H-[1,2'-bipyridin]-2-one C1(CC1)[C@@](C)(O)C=1C(N(C=CC1)C1=NC=C(C(=C1)C1=NNC2=NC(=NC=C21)NC2=NC=C(C=C2F)F)C)=O